Cl.FC1CNC1 3-fluoroazetidine hydrochloride